ClC1=CC=C(C=C1)NC(NC1=CC(=CC=C1)C1=CSC=C1)=O 3-(4-chlorophenyl)-1-[3-(thiophen-3-yl)phenyl]urea